2-methyl-3-(tetramethyl-1,3,2-dioxaborolan-2-yl)aniline methyl-(E)-11-[[4-[(2,2,2-trifluoroacetyl)amino]phenyl]sulfonylamino]undec-2-enoate COC(\C=C\CCCCCCCCNS(=O)(=O)C1=CC=C(C=C1)NC(C(F)(F)F)=O)=O.CC1=C(N)C=CC=C1B1OC(C(O1)(C)C)(C)C